CNC1=CC=CC2=CC=CC=C12 n-methyl-α-naphthylamine